N-(3-Hydroxy-2,6-dimethyl-phenyl)-2-[[1-(2-pyrrolidin-1-ylacetyl)-4-piperidyl]methylamino]thiazole-5-carboxamide OC=1C(=C(C(=CC1)C)NC(=O)C1=CN=C(S1)NCC1CCN(CC1)C(CN1CCCC1)=O)C